NNCCCCCCC(=O)NC=1SC(=NN1)S(N)(=O)=O C8-AZA-8-amino-N-(5-sulfamoyl-1,3,4-thiadiazol-2-yl)octanamide